tert-butyl 4-((S)-4-((benzyloxy)carbonyl)-3-(cyanomethyl)piperazin-1-yl)-2-(((S)-1-methylpyrrolidin-2-yl)methoxy)-5,8-dihydropyrido[3,4-d]pyrimidine-7(6H)-carboxylate C(C1=CC=CC=C1)OC(=O)N1[C@H](CN(CC1)C=1C2=C(N=C(N1)OC[C@H]1N(CCC1)C)CN(CC2)C(=O)OC(C)(C)C)CC#N